N-(trichloromethylthio)cyclohex-4-en-1,2-dicarboximide ClC(SN1C(=O)C2C(CC=CC2)C1=O)(Cl)Cl